N-[2-(4-formylcyclohexyl)-6-morpholino-indazol-5-yl]-6-(trifluoromethyl)pyridine-2-carboxamide C(=O)C1CCC(CC1)N1N=C2C=C(C(=CC2=C1)NC(=O)C1=NC(=CC=C1)C(F)(F)F)N1CCOCC1